1-(4-(2,6-dioxopiperidin-3-yl)-3,5-difluorophenyl)azetidin-3-yl((S)-1-phenylethyl) carbamate C(N)(O[C@@H](CC1CN(C1)C1=CC(=C(C(=C1)F)C1C(NC(CC1)=O)=O)F)C1=CC=CC=C1)=O